N(=[N+]=[N-])NC1=NC(N([C@H]2C[C@H](O)[C@@H](CO)O2)C=C1)=O N4-azido-2'-deoxycytidine